C(C)(=O)N[C@H](C(=O)N[C@H](C(=O)NCC=1C=C(OC2C3CN(CC3C2)C(=O)OC(C)(C)C)C=CC1C)CCC1=CC=CC=C1)CCCC(=O)OC(C)(C)C tert-butyl 6-(3-(((S)-2-((S)-2-acetamido-6-(tert-butoxy)-6-oxohexanamido)-4-phenylbutanamido)methyl)-4-methylphenoxy)-3-azabicyclo[3.2.0]heptane-3-carboxylate